C(C)[C@@]1(C(N(C(N1)=O)C=1C=NC(=NC1)OC1=CC(=C(C=C1)C)OCC)=O)C (5R)-5-ethyl-3-(2-{[3-(ethyloxy)-4-methylphenyl]oxy}-5-pyrimidinyl)-5-methyl-2,4-imidazolidinedione